N-(1,3-benzodioxol-5-yl)-3-[4-chloro-5-isobutyl-3-(trifluoromethyl)pyrazol-1-yl]-N-methyl-benzamide O1COC2=C1C=CC(=C2)N(C(C2=CC(=CC=C2)N2N=C(C(=C2CC(C)C)Cl)C(F)(F)F)=O)C